4-((1S)-1-{[5-chloro-2-(3-chloro-5-fluorophenoxy)benzoyl]amino}ethyl)benzoic acid ClC=1C=CC(=C(C(=O)N[C@@H](C)C2=CC=C(C(=O)O)C=C2)C1)OC1=CC(=CC(=C1)F)Cl